17-bromo-5,13,27-trimethyl-7-oxa-4,5,10,14,21,23,27-heptaazahexacyclo[23.3.1.1^{10,13}.0^{2,6}.0^{14,22}.0^{15,20}]triaconta-1(29),2(6),3,15,17,19,21,25-octaene-24,28-dione BrC=1C=C2N3C4(CCN(CCOC=5N(N=CC5C=5C(N(C=C(C(NC3=NC2=CC1)=O)C5)C)=O)C)C4)C